tert-butyl 2-(difluoromethoxy)-6-methoxy-4-[7-(oxetan-3-yl)imidazo[1,2-a]pyridin-3-yl]benzoate FC(OC1=C(C(=O)OC(C)(C)C)C(=CC(=C1)C1=CN=C2N1C=CC(=C2)C2COC2)OC)F